FC1=C(NC(C)C2=CC(=CN3C2=NC(=CC3=O)N3CCOCC3)C(=O)OC)C=CC=C1F methyl 9-[1-(2,3-difluoroanilino)ethyl]-2-morpholino-4-oxo-pyrido[1,2-a]pyrimidine-7-carboxylate